7-diethylamino-coumarin C(C)N(C1=CC=C2C=CC(OC2=C1)=O)CC